IC1=C(C=CC=C1)C(=C=C)P(C1=CC=CC=C1)(C1=CC=CC=C1)=O (1-(2-iodophenyl)propa-1,2-dien-1-yl)diphenylphosphine oxide